[[7-([2-fluoro-4-[3-(hydroxymethyl)pyrazol-1-yl]phenyl]amino)-1,6-naphthyridin-2-yl][(1s,4s)-4-(dimethylamino)cyclohexyl]amino]acetic acid FC1=C(C=CC(=C1)N1N=C(C=C1)CO)NC1=NC=C2C=CC(=NC2=C1)N(C1CCC(CC1)N(C)C)CC(=O)O